(4-(3,5-difluoro-2-(trifluoromethyl)phenyl)piperidin-1-yl)(5-(2,2,2-trifluoroethyl)-4,5,6,7-tetrahydro-1H-pyrazolo[4,3-e]pyridin-3-yl)methanone FC=1C(=C(C=C(C1)F)C1CCN(CC1)C(=O)C1=NNC2=C1CC(CN2)CC(F)(F)F)C(F)(F)F